C(C)(C)C1=CC=C(C=C1)CC(=O)N[C@H](C)C1=CC=2C(C=N1)=CN(N2)C (R)-2-(4-isopropylphenyl)-N-(1-(2-methyl-2H-pyrazolo[4,3-c]pyridin-6-yl)ethyl)acetamide